COC(=O)C1=NC(=C(C=C1N)C(F)(F)F)OCC1=CC=CC=C1 3-amino-6-(benzyloxy)-5-(trifluoromethyl)pyridinecarboxylic acid methyl ester